C(/C1=CC=CC=C1)=N\C=1C(NC(NC1/N=C/C1=CC=CC=C1)=S)=O 5,6-bis((E)-benzylideneamino)-2-thioxo-2,3-dihydropyrimidin-4(1H)-one